C1(CCC1)C1=CC(=CC2=C1N=C(S2)N2[C@@H]1C[C@H]([C@H](C2)C1)OCC1=C(N=NN1C1CC1)C1=C(C=CC=C1Cl)Cl)C(=O)O 4-cyclobutyl-2-[(1S,4S,5R)-5-[[1-cyclopropyl-4-(2,6-dichlorophenyl)-1H-1,2,3-triazol-5-yl]methoxy]-2-azabicyclo[2.2.1]heptan-2-yl]-1,3-benzothiazole-6-carboxylic acid